C(C)N(C1=CC=CC(=N1)C1=NC2=CC(=NC=C2C=C1)CNC(C1=CN=CC(=C1)S(=O)(=O)C)=O)CCN1CCOCC1 N-((2-(6-(ethyl(2-morpholinoethyl)amino)pyridin-2-yl)-1,6-naphthyridin-7-yl)methyl)-5-(methylsulfonyl)nicotinamide